1-(4-(6-chloro-8-fluoro-7-(3-hydroxynaphthalen-1-yl)-2-(3,3,3-trifluoro-propylamino)quinazolin-4-yl)piperazin-1-yl)prop-2-en-1-one ClC=1C=C2C(=NC(=NC2=C(C1C1=CC(=CC2=CC=CC=C12)O)F)NCCC(F)(F)F)N1CCN(CC1)C(C=C)=O